N-(2,4-dimethoxyphenyl)-3-(4-oxopyrrolo[1,2-a]quinoxalin-5-yl)propanamide COC1=C(C=CC(=C1)OC)NC(CCN1C(C=2N(C3=CC=CC=C13)C=CC2)=O)=O